COC(=O)N1C[C@@H](OCC1)CC1=C(N=C2N1C=CC(=C2)C)C2=C(C=C(C=C2F)C2=NNC=C2)F (S)-2-((2-(2,6-difluoro-4-(1H-pyrazol-3-yl)phenyl)-7-methylimidazo[1,2-a]pyridin-3-yl)methyl)morpholine-4-carboxylic acid methyl ester